(S)-4-(cyclopropylethynyl)-7-((4-(hydroxymethyl)-6-oxopyrimidin-1(6H)-yl)methyl)-4-(trifluoromethyl)-3,4-dihydroquinazolin-2(1H)-one C1(CC1)C#C[C@@]1(NC(NC2=CC(=CC=C12)CN1C=NC(=CC1=O)CO)=O)C(F)(F)F